C1(CC1)C(=O)C=1C=NC(=CC1NC1CCC(CC1)NC)NC1=NC(=NC=C1)C=1C=NN(C1)S(=O)(=O)C1CC1 Cyclopropyl-(6-((2-(1-(cyclopropylsulfonyl)-1H-pyrazol-4-yl)pyrimidin-4-yl)amino)-4-(((1s,4s)-4-(methylamino)cyclohexyl)amino)pyridin-3-yl)methanone